2,2-bis-(3,5-dibromo-4-hydroxyphenyl)propane BrC=1C=C(C=C(C1O)Br)C(C)(C)C1=CC(=C(C(=C1)Br)O)Br